6-(azetidin-1-yl)-5,6,7,8-tetrahydronaphthalen-2-amine N1(CCC1)C1CC=2C=CC(=CC2CC1)N